4-(2-azaspiro[3.3]heptan-6-yloxy)-2-(trifluoromethyl)benzonitrile C1NCC12CC(C2)OC2=CC(=C(C#N)C=C2)C(F)(F)F